1,4-dimethoxy-2-[(E)-2-nitrovinyl]-5-pentylbenzene COC1=C(C=C(C(=C1)CCCCC)OC)\C=C\[N+](=O)[O-]